bis{4-{(E)-4-[(2-cyanoethyl)(methyl)amino]styryl}-3-methylpyridin-1-ium} dibromide [Br-].[Br-].C(#N)CCN(C1=CC=C(/C=C/C2=C(C=[NH+]C=C2)C)C=C1)C.C(#N)CCN(C1=CC=C(/C=C/C2=C(C=[NH+]C=C2)C)C=C1)C